N-[3-(p-methoxybenzenesulfonyloxy)phenyl]urea COC1=CC=C(C=C1)S(=O)(=O)OC=1C=C(C=CC1)NC(=O)N